C1(=CC=CC=C1)[C@H](C)OC1=CC=CC(=N1)S(=O)(=O)NC(=O)C=1C(=NC=CC1)N1C(CC(C1)C)(C)C N-[[6-[(1S)-1-Phenylethoxy]-2-pyridyl]sulfonyl]-2-(2,2,4-trimethylpyrrolidin-1-yl)pyridin-3-carboxamid